4-(3-(1-propenoylpiperidin-4-yl)-2-methylbenzyl)-5-(tert-butyl)-1,2,4-oxadiazole-3-carboxamide C(C=C)(=O)N1CCC(CC1)C=1C(=C(CN2C(=NOC2C(C)(C)C)C(=O)N)C=CC1)C